BrC=1C=C2C(NC(=NC2=CC1)N1CCN(CC1)C(=O)OC(C)(C)C)=O tert-butyl 4-(6-bromo-4-oxo-3,4-dihydroquinazolin-2-yl)piperazine-1-carboxylate